ClC1=CC(=C(N=N1)N1CCC(CCC1)(F)F)C(=O)O 6-chloro-3-(4,4-difluoroazepan-1-yl)pyridazine-4-carboxylic acid